C(C)(C)(C)OC(NCCOCCOCCOCCOCC(=O)NC1=C2C(N(C(C2=CC=C1)=O)C1C(NC(CC1)=O)=O)=O)=O (14-((2-(2,6-Dioxopiperidin-3-yl)-1,3-dioxoisoindolin-4-yl)amino)-14-oxo-3,6,9,12-tetraoxatetradecyl)carbamic acid tert-butyl ester